ethyl 3-(((tert-butoxycarbonyl)amino)methyl)-5-(fluoro(phenyl)methyl)-4,5-dihydroisoxazole-5-carboxylate C(C)(C)(C)OC(=O)NCC1=NOC(C1)(C(=O)OCC)C(C1=CC=CC=C1)F